tri-(2-hydroxyethyl)ammonium 2,4-diaminobenzoate NC1=C(C(=O)[O-])C=CC(=C1)N.OCC[NH+](CCO)CCO